4,5-dichloro-1H-imidazole ClC=1N=CNC1Cl